FC1(COCCC1C1=NC2=CC=CC=C2C(=C1N)N)F (3,3-difluorotetrahydro-2H-pyran-4-yl)-quinoline-3,4-diamine